C(C)(C)(C)OC=1C2=C(N=C(N1)Cl)C(=C(N=C2)Cl)F 4-(tert-butoxy)-2,7-dichloro-8-fluoropyrido[4,3-d]Pyrimidine